octahydrospiro[indole-6,2'-[1,3]dioxolane] O1C2(OCC1)CCC1CCNC1C2